(R)-7-amino-6-(2,5-dioxo-2,5-dihydro-1H-pyrrol-1-yl)-N,N-dimethylheptanamide TFA salt OC(=O)C(F)(F)F.NC[C@@H](CCCCC(=O)N(C)C)N1C(C=CC1=O)=O